(Z)-2-(5-(4-hydroxy-3,5-dimethoxybenzylidene)-4-oxo-2-thioxothiazolidin-3-yl)acetic acid OC1=C(C=C(\C=C/2\C(N(C(S2)=S)CC(=O)O)=O)C=C1OC)OC